Cl.ClCCN1CC2(CC1)CCCC2 2-(2-chloroethyl)-2-azaspiro[4.4]Nonane hydrochloride